2'-[3-(1H-Benzoimidazol-2-yl)-phenylcarbamoyl]-biphenyl N1C(=NC2=C1C=CC=C2)C=2C=C(C=CC2)NC(=O)C2=C(C=CC=C2)C2=CC=CC=C2